[Na].NC=1C(=CC(=CC1)[N+](=O)[O-])OC 5-amino-4-methoxy-2-nitrobenzene sodium